oxan-3,4,5-triol O1CC(C(C(C1)O)O)O